phosphorous acid di-choline salt OCC[N+](C)(C)C.OCC[N+](C)(C)C.P([O-])([O-])O